ON=C1NC(N(C=C1)[C@H]1[C@@H]([C@@H]([C@H]2C[C@@H](CC=C12)O)O)O)=O 4-(hydroxyimino)-1-((1R,2S,3R,3aS,5R)-2,3,5-trihydroxy-2,3,3a,4,5,6-hexahydro-1H-inden-1-yl)-3,4-dihydropyrimidin-2(1H)-one